6-Fluorospiro[chromane-4,1'-cyclopropane]-8-amine FC=1C=C2C(=C(C1)N)OCCC21CC1